Benzyl trans-4-[2,5-Dimethyl-3-(2-piperidin-1-yl-acetyl)-1H-pyrrol-1-yl]-cyclohexane-carboxylate CC=1N(C(=CC1C(CN1CCCCC1)=O)C)[C@@H]1CC[C@H](CC1)C(=O)OCC1=CC=CC=C1